1-((2R,5R)-5-((5-((S)-2,2-difluorocyclopropyl)-7H-pyrrolo[2,3-d]pyrimidin-4-yl)amino)-2-isopropylpiperidin-1-yl)prop-2-en-1-one FC1([C@@H](C1)C1=CNC=2N=CN=C(C21)N[C@@H]2CC[C@@H](N(C2)C(C=C)=O)C(C)C)F